2-methoxypyrimidin-5-ylboronic acid COC1=NC=C(C=N1)B(O)O